11-(4-methyl-1,4-diazepan-1-yl)-2-(trifluoromethyl)dibenzo[b,f][1,4]oxazepine CN1CCN(CCC1)C1=NC2=C(OC3=C1C=C(C=C3)C(F)(F)F)C=CC=C2